2-ethoxy-6-(1-methyl-1H-benzo[d]imidazol-6-yl)-8-(6-(trifluoromethyl)pyridin-3-yl)-1,6-naphthyridin-7(6H)-one C(C)OC1=NC2=C(C(N(C=C2C=C1)C=1C=CC2=C(N(C=N2)C)C1)=O)C=1C=NC(=CC1)C(F)(F)F